(3-((5-(4-amino-4-methylpiperidin-1-yl)pyrazin-2-yl)thio)phenyl)ammonia NC1(CCN(CC1)C=1N=CC(=NC1)SC=1C=C(C=CC1)N)C